tert-butyl 3-(4-bromobutoxy)azetidine-1-carboxylate BrCCCCOC1CN(C1)C(=O)OC(C)(C)C